3,3-dimethoxypropylmethylphosphonic acid methyl ester COP(O)(=O)CCCC(OC)OC